2-({4-[(1,3-dimethoxypropan-2-yl)amino]-6-{[5-(5-methylpyrazol-1-yl)-1,3,4-thiadiazol-2-yl]carbamoyl}-2-oxopyran-3-yl}oxy)ethyl methanesulfonate CS(=O)(=O)OCCOC=1C(OC(=CC1NC(COC)COC)C(NC=1SC(=NN1)N1N=CC=C1C)=O)=O